2-(9-acetyl-3,9-diazaspiro[5.5]undecan-3-yl)-6-methyl-4-oxo-4H-chromen C(C)(=O)N1CCC2(CCN(CC2)C=2OC3=CC=C(C=C3C(C2)=O)C)CC1